6-cyclopropaneamido-4-{[3-methoxy-4-(1,2-thiazol-4-yl)pyridin-2-yl]amino}-N-(2H3)methylpyridazine-3-carboxamide C1(CC1)C(=O)NC1=CC(=C(N=N1)C(=O)NC([2H])([2H])[2H])NC1=NC=CC(=C1OC)C=1C=NSC1